N-(tert-butoxycarbonyl)-N-methyl-glycine benzyl ester C(C1=CC=CC=C1)OC(CN(C)C(=O)OC(C)(C)C)=O